3-bromo-5H,6H,8H-pyrano[3,4-b]pyridin-5-yl methanesulfonate CS(=O)(=O)OC1COCC2=NC=C(C=C21)Br